trihydroxychloroacetic acid OOC(C(Cl)(O)O)=O